1-((3R,4S)-3-fluoro-4-((6-fluoro-5-(1-(2-fluoroethyl)-1H-benzo[d][1,2,3]triazol-6-yl)-4-(methoxy-d3)pyrrolo[2,1-f][1,2,4]triazin-2-yl)amino)piperidin-1-yl)ethan-1-one-2,2,2-d3 F[C@@H]1CN(CC[C@@H]1NC1=NN2C(C(=N1)OC([2H])([2H])[2H])=C(C(=C2)F)C=2C=CC1=C(N(N=N1)CCF)C2)C(C([2H])([2H])[2H])=O